4-bromo-1-methyl-5-[2-(2-vinylphenoxy)ethoxymethyl]pyrazole BrC=1C=NN(C1COCCOC1=C(C=CC=C1)C=C)C